CC1(CCC2=C(CC1)C=C(C=C2)C=2C=C1C(=NC2)NN=C1C1=CC=C(C(=O)NC2CCOCC2)C=C1)N1[C@@H](CCC1)C 4-(5-(7-Methyl-7-((R)-2-methylpyrrolidin-1-yl)-6,7,8,9-tetrahydro-5H-benzo[7]annulen-2-yl)-1H-pyrazolo[3,4-b]pyridin-3-yl)-N-(tetrahydro-2H-pyran-4-yl)benzamide